O=C1OC(C2=C1C=CC(=C2)S(=O)(=O)O)=O 1,3-dioxo-2-benzofuran-5-sulfonic acid